acrylooxypropionic acid C(C=C)(=O)OC(C(=O)O)C